C(=O)(O)C1=CC=CC2=CC(=CC=C12)N carboxy-6-aminonaphthalene